4-(3-fluoro-1-(4-fluorobenzyl)-2-oxoindolin-3-yl)benzenesulfonamide FC1(C(N(C2=CC=CC=C12)CC1=CC=C(C=C1)F)=O)C1=CC=C(C=C1)S(=O)(=O)N